N-methyl-(p-iodophenyl)-aminobutyric acid CNC(C(=O)O)(CC)C1=CC=C(C=C1)I